4-(5-fluoropyridin-2-yl)-3,4-dihydroquinoxaline FC=1C=CC(=NC1)N1CC=NC2=CC=CC=C12